ClC1=CC(=C(COC2=CC=CC(=N2)C=2CC3C(CN(C3)CC3=NC4=C(N3C[C@H]3OCC3)C=C(C=C4)C(=O)O)C2)C=C1)F 2-((5-(6-((4-chloro-2-fluorobenzyl)oxy)pyridin-2-yl)-3,3a,4,6a-tetrahydrocyclopenta[c]pyrrol-2(1H)-yl)methyl)-1-(((S)-oxetan-2-yl)methyl)-1H-benzo[d]imidazole-6-carboxylic acid